C(C)OC(CN(C1CCN(CC1)C(=O)OC(C)(C)C)C1=CC=CC=C1)=O tert-Butyl 4-[(2-ethoxy-2-oxoethyl)(phenyl)amino]piperidine-1-carboxylate